[Ru-](Cl)Cl.C(C1=CC=CC=C1)(P(C1CCCCC1)(C1CCCCC1)C1CCCCC1)P(C1CCCCC1)(C1CCCCC1)C1CCCCC1 (benzylidene)bis(tricyclohexylphosphine) ruthenium (I) dichloride